C(C)(C)C1=CC=C(C=N1)CC#N 2-(6-isopropylpyridin-3-yl)acetonitrile